FC=1C=C(C=C2CCN3[C@H](C12)CCC3)C(=O)OC methyl (S)-10-fluoro-1,2,3,5,6,10b-hexahydropyrrolo[2,1-a]isoquinoline-8-carboxylate